N-(2-(4,4-difluorocyclohexyl)-4-(4-fluoro-1H-pyrazol-1-yl)pyridin-3-yl)-2-isopropylpyrimidine-5-carboxamide FC1(CCC(CC1)C1=NC=CC(=C1NC(=O)C=1C=NC(=NC1)C(C)C)N1N=CC(=C1)F)F